OC1=C(C(=O)O)C=CC=C1 2-hydroxy-benzoic acid